CC1=C(C=O)C=CC(=C1)C 2,4-DIMETHYLBENZALDEHYDE